5-(4-fluoro-1-(2-fluoroethyl)-2-methyl-1H-benzo[d]imidazol-6-yl)-N-((3R,4R)-3-fluoro-1-(oxetan-3-yl)piperidin-4-yl)-4-methoxypyrrolo[2,1-f][1,2,4]triazin-2-amine FC1=CC(=CC=2N(C(=NC21)C)CCF)C=2C=CN1N=C(N=C(C12)OC)N[C@H]1[C@@H](CN(CC1)C1COC1)F